C(C)(C)(C)OC(=O)N(C(OC(C)(C)C)=O)C1=C(C=C2C(=N1)C=C(N2)CN2C(C=CC=C2C(N(C)C2=CC=C(C=C2)F)=O)=O)C tert-butyl N-((tert-butoxy)carbonyl)-N-(2-((6-((4-fluorophenyl)(methyl)carbamoyl)-2-oxo-1,2-dihydropyridin-1-yl)methyl)-6-methyl-1H-pyrrolo[3,2-b]pyridin-5-yl)carbamate